N1=CN=C(C2=C1CCNCC2)N 5H,6H,7H,8H,9H-pyrimido[4,5-d]azepin-4-amine